N-(5-(3-(2,2-dimethylpyrrolidin-1-yl)propanamido)-2-methylpyridin-3-yl)-6-(1-methyl-1H-pyrazol-4-yl)pyrazolo[1,5-a]pyrazine-3-carboxamide CC1(N(CCC1)CCC(=O)NC=1C=C(C(=NC1)C)NC(=O)C=1C=NN2C1C=NC(=C2)C=2C=NN(C2)C)C